3-(2-naphthyl)-D-alanyl-L-cysteinyl-L-tyrosyl-D-tryptophyl-L-lysyl-L-valyl-L-cysteinyl-L-threoninamide, acetate salt C(C)(=O)O.C1=C(C=CC2=CC=CC=C12)C[C@@H](N)C(=O)N[C@@H](CS)C(=O)N[C@@H](CC1=CC=C(C=C1)O)C(=O)N[C@H](CC1=CNC2=CC=CC=C12)C(=O)N[C@@H](CCCCN)C(=O)N[C@@H](C(C)C)C(=O)N[C@@H](CS)C(=O)N[C@@H]([C@H](O)C)C(=O)N